BrC=1C=C(C2=C(C=NOB2O)C1)F 6-bromo-8-fluoro-1-hydroxy-2,3,1-benzoxazaborinine